CC1=C(C=C(C=C1)NC(C1=CC(=CC=C1)C(F)(F)F)=O)N1N=CC(=C1)C=1C=C2C(NC(=NC2=CC1)C)=O N-(4-Methyl-3-(4-(2-methyl-4-oxo-3,4-dihydroquinazolin-6-yl)-1H-pyrazole-1-yl)phenyl)-3-(trifluoromethyl)benzamide